4-pyrazolo[1,5-a]pyridin-6-yltetrahydropyran-4-carbonitrile N1=CC=C2N1C=C(C=C2)C2(CCOCC2)C#N